The molecule is a member of the class of chromones that is chromone substituted by a hydroxy group at position 5 and methoxy groups at positions 6 and 7 respectively. It has been isolated from Pisonia aculeata. It has a role as a metabolite and a plant metabolite. It is a member of chromones, an aromatic ether and a member of phenols. It derives from a chromone. COC1=C(C(=C2C(=O)C=COC2=C1)O)OC